FC1=C(C=CC(=C1)F)N1N=C(C(C1(C(=O)[O-])C)C1=CSC=C1)C1=C(C=C(C=C1)F)F 1,3-bis(2,4-difluorophenyl)-5-methyl-4-(thiophen-3-yl)-4,5-dihydro-1H-pyrazole-5-carboxylate